NC1CCC(CC1)C(=O)N 4-aminocyclohexane-1-carboxamide